C(CCCCCCCC\C=C\C=C\C=C/C)O (E,E,Z)-10,12,14-hexadecatrienol